(3R)-3-[(2-{4-[(propan-2-yl)oxy]phenyl}[1,2,4]triazolo[1,5-c]quinazolin-5-yl)amino]azepan-2-one CC(C)OC1=CC=C(C=C1)C1=NN2C(=NC=3C=CC=CC3C2=N1)N[C@H]1C(NCCCC1)=O